barium diisobutyrate C(C(C)C)(=O)[O-].C(C(C)C)(=O)[O-].[Ba+2]